[Cl-].C[N+]1=CC(=CC=C1)C 1,3-dimethylpyridinium chloride